N-methyl-2-((1-methyl-9-(1-methyl-1H-pyrazol-4-yl)-6,7-dihydro-5H-benzo[c][1,2,3]triazolo[1,5-a]azepin-7-yl)amino)benzamide CNC(C1=C(C=CC=C1)NC1C2=C(C=3N(CC1)N=NC3C)C=CC(=C2)C=2C=NN(C2)C)=O